ClC1=CC=C(C=C1)C1=CC(=NC(=N1)C=1C=NC=CC1)N1C(CN(CC1)S(=O)(=O)C(C)O)C ((4-(6-(4-chlorophenyl)-2-(pyridin-3-yl)pyrimidin-4-yl)-3-methylpiperazin-1-yl)sulfonyl)ethan-1-ol